CCCCCCCCCCCCCCCCC(=O)O daturic acid